N,N'-(5-Amino-3-iminopyridin-2,6(1H,3H)-diyliden)bis[6,7-dimethyl-2-(4-methylpiperazin-1-yl)pyrazolo[1,5-a]pyridin-3-amin] NC1=CC(C(NC1=NC=1C(=NN2C1C=CC(=C2C)C)N2CCN(CC2)C)=NC=2C(=NN1C2C=CC(=C1C)C)N1CCN(CC1)C)=N